OC12CC3(CC(CC(C1)C3)C2)NCCCCCCCSC=2C=C3CN(C(C3=CC2)=O)C2C(NC(CC2)=O)=O 3-(5-((7-((3-hydroxyadamantan-1-yl)amino)heptyl)thio)-1-oxoisoindolin-2-yl)piperidine-2,6-dione